6-(m-ethylphenyl)-4-(1-{[6-(methoxymethyl)-2-pyridinyl]methyl}-1H-1,2,3-triazol-4-yl)-2-pyrimidinylamine C(C)C=1C=C(C=CC1)C1=CC(=NC(=N1)N)C=1N=NN(C1)CC1=NC(=CC=C1)COC